4-(2-(2,3-bis(isobutyryloxy)-5-chlorobenzylideneamino)-4-methoxy-3-oxobutyl)phenyl isobutyrate C(C(C)C)(=O)OC1=CC=C(C=C1)CC(C(COC)=O)N=CC1=C(C(=CC(=C1)Cl)OC(C(C)C)=O)OC(C(C)C)=O